4-((1r,4s)-4-(3-bromo-2-(trifluoromethyl)phenoxy)cyclohexyl)butan-2-ol BrC=1C(=C(OC2CCC(CC2)CCC(C)O)C=CC1)C(F)(F)F